NC1=C(C(=NC=N1)N[C@H]1CN(CC1)C(C=C)=O)C1=CC=C(C=C1)OC1=CC=CC=C1 (R)-1-(3-((6-Amino-5-(4-phenoxyphenyl)pyrimidin-4-yl)amino)pyrrolidin-1-yl)prop-2-en-1-on